((4-(2-(3-chlorophenyl-methyl)-5-methyloxazol-4-yl)phenoxy)methyl)-N,N,1-trimethyl-1H-pyrazole-5-carboxamide ClC=1C=C(C=CC1)CC=1OC(=C(N1)C1=CC=C(OCC2=NN(C(=C2)C(=O)N(C)C)C)C=C1)C